6-chloro-7-(1-methylpyrazol-4-yl)-1H-indole-3-sulfonyl chloride ClC1=CC=C2C(=CNC2=C1C=1C=NN(C1)C)S(=O)(=O)Cl